ClC=1C=C(C(=NC1)OC)S(=O)(=O)NC1=C(C(=CC=C1F)C1=CC=C2C(=NNC2=C1F)C=1NC=CN1)F 5-chloro-N-(2,6-difluoro-3-(7-fluoro-3-(1H-imidazol-2-yl)-1H-indazol-6-yl)phenyl)-2-methoxypyridine-3-sulfonamide